bis[2-(methylacryloyloxy)ethyl] sulfate S(=O)(=O)(OCCOC(C=CC)=O)OCCOC(C=CC)=O